FC1=C(C=CC=C1)C=1C(=CN(C(C1)=O)CC1(CCN(CC1)C(=O)C1(CCCC1)C)O)C(=O)N(C)C(C)C 4-(2-fluorophenyl)-1-((4-hydroxy-1-(1-methylcyclopentane-1-carbonyl)piperidin-4-yl)methyl)-N-isopropyl-N-methyl-6-oxo-1,6-dihydropyridine-3-carboxamide